ClC=1C(=NC(=NC1)NC1CCOCC1)C1=CC=C2CN(C(C2=C1)=O)CC(=O)N[C@H](CO)C1=CC(=CC=C1)Cl 2-(6-{5-chloro-2-[(oxan-4-yl)amino]pyrimidin-4-yl}-1-oxo-2,3-dihydro-1H-isoindol-2-yl)-N-[(1S)-1-(3-chlorophenyl)-2-hydroxyethyl]acetamide